tert-butyl-(3S)-3-methyl-4-[7-(4-methylbenzenesulfonyl)-5-(pyridin-2-yl)-7H-pyrrolo[2,3-d]pyrimidin-4-yl]piperazine-1-carboxylate C(C)(C)(C)OC(=O)N1C[C@@H](N(CC1)C=1C2=C(N=CN1)N(C=C2C2=NC=CC=C2)S(=O)(=O)C2=CC=C(C=C2)C)C